(R)-2-ethyl-4-(5-hydroxy-6-methoxy-4-nitrobenzothiophen-2-yl)-4-oxobutanoic acid C(C)[C@@H](C(=O)O)CC(=O)C=1SC2=C(C1)C(=C(C(=C2)OC)O)[N+](=O)[O-]